Cl.NC1C=CC2=CC=CC=C12 1-aminoindene hydrochloride